NC(C(C(=O)N)C)C=1C=C(C=CC1F)NC(C1=C(C=CC(=C1)C(F)(F)F)OC1=C(C=C(C=C1)F)C)=O N-(3-(1,3-diamino-2-methyl-3-oxopropyl)-4-fluorophenyl)-2-(4-fluoro-2-methylphenoxy)-5-(trifluoromethyl)benzamide